COC1=NC=CC(=C1)S(=O)(=O)Cl 2-methoxypyridine-4-sulfonyl chloride